S1N(NC=C1)C(=O)OCC ethyl thiadiazole-2-carboxylate